COC=1C=C2C(=NC=NC2=CC1OC)OC1=CC(=C(C=C1)C(C(=O)NC1=CC(=CC(=C1)C(F)(F)F)N1C=NC(=C1)C)=O)F 2-(4-((6,7-dimethoxyquinazolin-4-yl)oxy)-2-fluorophenyl)-N-(3-(4-methyl-1H-imidazol-1-yl)-5-(trifluoromethyl)phenyl)-2-oxoacetamide